NC1=CC=CC(=N1)S(=O)(=O)NC(=O)C=1C(=NC(=CC1)C=1C=NC(=CC1)OC(C)C)N1CCC(CC1)(C)C N-[(6-Amino-2-pyridyl)sulfonyl]-2-(4,4-dimethyl-1-piperidyl)-6-(6-isopropoxy-3-pyridyl)pyridin-3-carboxamid